FC1=CC=C(C=2C3=C(NC12)C[C@H](N(C3)C(=O)C3=NNC(=C3)C(F)(F)F)C)C (R)-(6-fluoro-3,9-dimethyl-1,3,4,5-tetrahydropyrido[4,3-b]indol-2-yl)-[5-(trifluoromethyl)-1H-pyrazol-3-yl]methanone